Methyl ((((1S,4R)-4-(2-amino-6-methoxy-9H-purin-9-yl)cyclopent-2-en-1-yl)methoxy)(4-bromophenoxy)phosphoryl)-L-tryptophanate NC1=NC(=C2N=CN(C2=N1)[C@H]1C=C[C@H](C1)COP(=O)(OC1=CC=C(C=C1)Br)N[C@@H](CC1=CNC2=CC=CC=C12)C(=O)OC)OC